BrC1=NC(=NC(=C1)OC1CCC(CC1)C(F)(F)F)C 4-bromo-2-methyl-6-{[(1r,4r)-4-(trifluoromethyl)cyclohexyl]-oxy}pyrimidine